C(C1=CC=CC=C1)S(=O)(=O)NC(C1=C(C(=CC=C1)C1N(CCC1)C1=C(C=C(C=C1)C(F)(F)F)Cl)F)=O N-benzylsulfonyl-3-(1-(2-chloro-4-trifluoromethylphenyl)pyrrolidin-2-yl)-2-fluorobenzamide